COC1=NSC(=C1)C(=O)N methoxyisothiazole-5-carboxamide